BrC=1N=CC(=NC1C)N1C[C@@H](CC1)CC=1C(=NC=2N(C1C)N=C(N2)C)C (R)-6-((1-(5-bromo-6-methylpyrazin-2-yl)pyrrolidin-3-yl)methyl)-2,5,7-trimethyl-[1,2,4]Triazolo[1,5-a]Pyrimidine